CC(C(C(=O)N)N(C(=O)N(C)C)C)C 3-methyl-2-(1,3,3-trimethylureido)butanamide